4-(4-(3-hydroxyphenyl)piperazin-1-yl)-N-(quinolin-8-yl)picolinamide OC=1C=C(C=CC1)N1CCN(CC1)C1=CC(=NC=C1)C(=O)NC=1C=CC=C2C=CC=NC12